FC(C(=O)O)(F)F.FC(C(=O)O)(F)F.CC1=C(C(=O)N[C@H](C)C2=CC=CC3=CC=CC=C23)C=C(C=C1)NC1CCN(CC1)C[C@@H]1NCCC1 2-methyl-N-((R)-1-(naphthalen-1-yl)ethyl)-5-((1-(((R)-pyrrolidin-2-yl)methyl)piperidin-4-yl)amino)benzamide bis(2,2,2-trifluoroacetate)